C(C)(C)(C)C(C(=O)OCC1(C(CCC(C1)(F)F)(OC)OC)OCC1=CC=CC=C1)CCCCN1CCC(CC1)C1=CC=C2C(=NN(C2=C1)C)N1C(NC(CC1)=O)=O (1-(benzyloxy)-5,5-difluoro-2,2-dimethoxycyclohexyl)methanol Tert-butyl-6-(4-(3-(2,4-dioxotetrahydropyrimidin-1(2H)-yl)-1-methyl-1H-indazol-6-yl)piperidin-1-yl)hexanoate